(2S)-2-{[(2,5-Dimethoxyphenyl)methyl]amino}-5,5-dimethylhexanoic acid COC1=C(C=C(C=C1)OC)CN[C@H](C(=O)O)CCC(C)(C)C